CC(C)C(CCC)(C)C 2,3,3-trimethylhexane